CC1=CC(=NC(=N1)OCCC(F)(F)F)C=1C=NN(C1)C1=C(C=C(N)C=C1)N1CCC2(CC2)CC1 4-(4-(6-Methyl-2-(3,3,3-trifluoropropoxy)pyrimidin-4-yl)-1H-pyrazol-1-yl)-3-(6-azaspiro[2.5]octan-6-yl)aniline